(Z)-1-(((1r,4r)-4-aminocyclohexyl)methyl)-3-((3-methyl-1H-pyrrol-2-yl)methylene)-2-oxo-N-(prop-2-yn-1-yl)indole-6-carboxamide hydrochloride Cl.NC1CCC(CC1)CN1C(\C(\C2=CC=C(C=C12)C(=O)NCC#C)=C/C=1NC=CC1C)=O